C(=O)O.FC(CN1N=C(C(=C1)C1=CN=C2N1C=CN=C2NC2=CC(=C(C(=O)NCC(=O)NCCN(C)C)C=C2)CC)C(F)(F)F)F 4-[[3-[1-(2,2-difluoroethyl)-3-(trifluoromethyl)pyrazol-4-yl]imidazo[1,2-a]pyrazin-8-yl]amino]-N-[2-[2-(dimethylamino)ethylamino]-2-oxo-ethyl]-2-ethyl-benzamide formate